1-[(N,N-diphenylamino)phenyl]-1-phenylethylene C1(=CC=CC=C1)N(C1=CC=CC=C1)C1=C(C=CC=C1)C(=C)C1=CC=CC=C1